(2S,3S)-2-((((9H-Fluoren-9-yl)methoxy)carbonyl)amino)-3-(7-methoxy-2-methyl-1H-indol-3-yl)butanoic acid C1=CC=CC=2C3=CC=CC=C3C(C12)COC(=O)N[C@H](C(=O)O)[C@@H](C)C1=C(NC2=C(C=CC=C12)OC)C